N-(1-(5-(3-cyano-6-(2-hydroxy-2-methylpropoxy)pyrazolo[1,5-a]pyridin-4-yl)pyridin-2-yl)piperidin-4-yl)-3-fluorobenzamide C(#N)C=1C=NN2C1C(=CC(=C2)OCC(C)(C)O)C=2C=CC(=NC2)N2CCC(CC2)NC(C2=CC(=CC=C2)F)=O